(S)-4-(cyclopentyloxy)-N-(7-(3-hydroxy-3-methylbut-1-yn-1-yl)-5-methyl-4-oxo-2,3,4,5-tetrahydrobenzo[b][1,4]oxazepin-3-yl)pyridineamide C1(CCCC1)OC1=CC(=NC=C1)C(=O)N[C@@H]1C(N(C2=C(OC1)C=CC(=C2)C#CC(C)(C)O)C)=O